C1(CCCCCCC1)C(NC(OC(C)(C)C)=O)C1=NC2=C(N1)C=CC(=C2F)B2OC(C(O2)(C)C)(C)C tert-Butyl N-{cyclooctyl[4-fluoro-5-(4,4,5,5-tetramethyl-1,3,2-dioxaborolan-2-yl)-1H-benzimidazol-2-yl]methyl}carbamate